[(1R,2S,4R)-4-({5-[(4,5-Dibenzyl-2-thienyl)carbonyl]pyrimidin-4-yl}amino)-2-hydroxycyclopentyl]methylsulfamate C(C1=CC=CC=C1)C=1C=C(SC1CC1=CC=CC=C1)C(=O)C=1C(=NC=NC1)N[C@H]1C[C@@H]([C@H](C1)CNS([O-])(=O)=O)O